9-methyl-6-(4-(trifluoromethoxy)phenyl)-2-vinyl-9H-purine CN1C2=NC(=NC(=C2N=C1)C1=CC=C(C=C1)OC(F)(F)F)C=C